Cl[13C]=1N=NC(=C[13C]1C1CCC1)Cl 3,6-Dichloro-4-cyclobutylpyridazine-13C2